3-methyl-7-((4-(2-methyl-6-(1H-pyrazol-1-yl)pyridin-3-yl)piperazin-1-yl)methyl)-4-thioxo-3,4-dihydroquinazolin-2(1H)-one CN1C(NC2=CC(=CC=C2C1=S)CN1CCN(CC1)C=1C(=NC(=CC1)N1N=CC=C1)C)=O